NCCCCCC(=O)O ε-Aminohexanoic acid